2,5-dimethoxy-4,N-dimethylphenylamine COC1=C(C=C(C(=C1)C)OC)NC